Z-11-tetradecenal C(CCCCCCCCC\C=C/CC)=O